((6-fluoro-1-(triisopropylsilyl)-1H-indol-5-yl)methyl)-2-methylpropane-2-sulfinamide FC1=C(C=C2C=CN(C2=C1)[Si](C(C)C)(C(C)C)C(C)C)CCC(C)(S(=O)N)C